butyl-theophylline iodide salt [I-].C(CCC)CN1C(=O)N(C)C=2N=CNC2C1=O